CC(C)[C@@H]1[C@H](O1)C(C)C The molecule is an epoxide that is oxirane substituted by propan-2-yl groups at positions 2 and 3 respectively (the 2R,3R-stereoisomer). It has a role as a metabolite.